2-((3'-(Difluoromethoxy-d)-3-fluoro-[1,1'-biphenyl]-4-yl)carbamoyl)cyclopent-1-ene-1-carboxylic acid FC(OC=1C=C(C=CC1)C1=CC(=C(C=C1)NC(=O)C1=C(CCC1)C(=O)O)F)([2H])F